tert-butyl (2-(2-(2-(2-aminoethoxy)ethoxy)ethoxy)-ethyl)carbamate NCCOCCOCCOCCNC(OC(C)(C)C)=O